CN1C(=NC=C1C[C@@H](C(=O)N[C@H](C(=O)O)CCC(C)(C)C)NC(CC)=O)C (2S)-2-[(2S)-3-(1,2-dimethyl-1H-imidazol-5-yl)-2-(N-methylacetylamino)propionylamino]-5,5-dimethylhexanoic acid